N1CC(C1)NC=1C=CC(=C(C(=O)N[C@H](C)C2=CC(=CC=C2)C=2SC(=CC2)CN[C@@H]2C[C@@H](CC2)O)C1)C 5-(azetidin-3-ylamino)-N-((R)-1-(3-(5-((((1S,3R)-3-hydroxycyclopentyl)amino)methyl)thiophen-2-yl)phenyl)ethyl)-2-methylbenzamide